4-cyano-6-methyl-N-(quinolin-8-yl)pyridine-2-sulfonamide C(#N)C1=CC(=NC(=C1)C)S(=O)(=O)NC=1C=CC=C2C=CC=NC12